C([O-])(O)=O.[K+] Kalium bicarbonate